BrC1=CC(=NC=C1OC)[C@@H](C)N[S@](=O)C(C)(C)C (R)-N-((R)-1-(4-bromo-5-methoxypyridin-2-yl)ethyl)-2-methylpropane-2-sulfinamide